piperidine-1-carbonyl-carboxylate N1(CCCCC1)C(=O)C(=O)[O-]